(2S,3R)-3-Hydroxy-2-(7-Hydroxy-1-Oxo-2-Azaspiro[3.5]Nonan-2-Yl)Butanamide O[C@@H]([C@@H](C(=O)N)N1C(C2(C1)CCC(CC2)O)=O)C